[BH4-].[Na+].ClC1=C(C=C(C=C1)OC)CO (2-CHLORO-5-METHOXYPHENYL)METHANOL Sodium borohydride